ClC=1C=C(C=CC1)C1=CC(=NN1C)C1(C(N(CC1)C)=O)O (5-(3-chlorophenyl)-1-methyl-1H-pyrazol-3-yl)-3-hydroxy-1-methylpyrrolidin-2-one